FC=1C=C(OC2=CC=C(C=C2)NC(OCC=2C(=C3C(N(CC3=CC2)C2C(NC(CC2)=O)=O)=O)OC=2C=NC=CC2)=O)C=CC1F [2-(2,6-dioxopiperidin-3-yl)-3-oxo-4-(pyridin-3-yloxy)-2,3-dihydro-1H-isoindol-5-yl]methyl N-[4-(3,4-difluorophenoxy)phenyl]carbamate